bis(2-hydroxynaphth-1-yl)methane OC1=C(C2=CC=CC=C2C=C1)CC1=C(C=CC2=CC=CC=C12)O